(Z)-tetradec-9-enoic acid methyl ester COC(CCCCCCC\C=C/CCCC)=O